NC=1C(=NC(=C(N1)C(=O)N[C@@H](C(=O)O)C)N)C(=O)N[C@@H](C(=O)O)C (2R,2'R)-2,2'-((3,6-diaminopyrazine-2,5-dicarbonyl)bis(azanediyl))dipropionic Acid